N-(4-(2-((4-chlorobenzyl)amino)-2-oxoethyl)phenyl)-N-(3-methylbenzyl)cyclopentanecarboxamide ClC1=CC=C(CNC(CC2=CC=C(C=C2)N(C(=O)C2CCCC2)CC2=CC(=CC=C2)C)=O)C=C1